C(C1=CC=CC=C1)NC(=O)C=1C(=NNC1)C N-benzyl-3-methyl-1H-pyrazole-4-carboxamide